C(CCCCC(C)C)C1=C(C(=C(C=C1)[O-])C1=NC(=NC(=N1)C1=CC=C(C=C1)C1=CC=CC=C1)C1=CC=C(C=C1)C1=CC=CC=C1)O isooctyl-2-(4,6-di([1,1'-biphenyl]-4-yl)-1,3,5-triazin-2-yl)-3-hydroxyphenolate